2-[3-(trifluoromethyl)phenyl]sulfonyl-2,6-diazaspiro[3.3]heptane FC(C=1C=C(C=CC1)S(=O)(=O)N1CC2(C1)CNC2)(F)F